tert-Butyl (2S,3S)-3-((S)-2-(fluoromethyl)-4-methylpiperazin-1-yl)-2-methylpyrrolidine-1-carboxylate FC[C@H]1N(CCN(C1)C)[C@@H]1[C@@H](N(CC1)C(=O)OC(C)(C)C)C